CN1C=C(C=CC=C1)CN1C2=C(OCC1=O)C(=CC(=C2)C(=O)N[C@H](C)C=2C=NC(=NC2)C(F)(F)F)C=2SC(=CN2)C (R)-4-((1-methylazepin-3-yl)methyl)-8-(5-methylthiazol-2-yl)-3-oxo-N-(1-(2-(trifluoromethyl)pyrimidin-5-yl)ethyl)-3,4-dihydro-2H-benzo[b][1,4]oxazine-6-carboxamide